FC1(CC=C(CC1)C=1C=C(SC1)C1(CC1)C=1NC(C=2CN(CCCC2N1)C([C@@H](C1=CC(=CC=C1)C(F)(F)F)O)=O)=O)F (R)-2-(1-(4-(4,4-difluorocyclohex-1-en-1-yl)thiophen-2-yl)cyclopropyl)-6-(2-hydroxy-2-(3-(trifluoromethyl)phenyl)acetyl)-3,5,6,7,8,9-hexahydro-4H-pyrimido[5,4-c]azepin-4-one